ClC1=CC=C(C=C1)C1=NN(CC1)C1=CC=C(C=C1)S(=O)(=O)CCO 2-[[4-[3-(4-chlorophenyl)-4,5-dihydro-1H-pyrazol-1-yl]phenyl]sulfonyl]ethanol